5-Oxo-6-(trifluoromethyl)-4,5-dihydropyrazine-2-carboxylic acid O=C1NC=C(N=C1C(F)(F)F)C(=O)O